3-bromo(4,4-difluorocyclohexyl)-1H-indazole BrC1=NN(C2=CC=CC=C12)C1CCC(CC1)(F)F